tert-butyl ((1S,3S)-3-((5-(5-cyano-6-oxopyridazin-1(6H)-yl)pyridin-2-yl)amino)cyclopentyl)carbamate C(#N)C1=CC=NN(C1=O)C=1C=CC(=NC1)N[C@@H]1C[C@H](CC1)NC(OC(C)(C)C)=O